NC=1C(=C(C(=O)OC)C(=CC1)Cl)Cl methyl 3-amino-2,6-dichlorobenzoate